C(#N)C(C(=O)NCCCC[C@@H](C(=O)N[C@@H](CC1=CC=CC=C1)B(O)O)NS(=O)(=O)C)=CC(C)C ((R)-1-((S)-6-(2-cyano-4-methylpent-2-enamido)-2-(methylsulfonylamino)hexanamido)-2-phenylethyl)boronic acid